NC1C(NCCN(C1)C(=O)OCC1=CC=CC=C1)=O benzyl 6-amino-5-oxo-1,4-diazepane-1-carboxylate